C(C1=CC=CC=C1)OC(=O)N[C@H](C(=O)O)C(C)(C)C (2S)-2-{[(benzyloxy)carbonyl]amino}-3,3-dimethylbutanoic acid